N-(tetrahydro-2H-pyran-4-yl)-3-(4H-1,2,4-triazol-4-yl)benzamide O1CCC(CC1)NC(C1=CC(=CC=C1)N1C=NN=C1)=O